N1C=NC2=C1C=CC(=C2)CNC2=C(C(=CC=C2)F)C2=CC(=C(C=C2)OC)OC N-(1H-1,3-benzodiazol-5-ylmethyl)-2-(3,4-dimethoxyphenyl)-3-fluoroaniline